ClC1=CC(=NC=N1)NC1CCC(CC1)(F)F 6-chloro-N-(4,4-difluorocyclohexyl)pyrimidin-4-amine